1-(2-chlorophenyl)-7-(trifluoromethyl)-1,3-dihydroquinazoline-2,4-dione ClC1=C(C=CC=C1)N1C(NC(C2=CC=C(C=C12)C(F)(F)F)=O)=O